2-(5-bromo-2-chloro-4-fluorophenyl)-1H-indole BrC=1C(=CC(=C(C1)C=1NC2=CC=CC=C2C1)Cl)F